(S)-Methyl 4-(2-(4-methyl-2-(4-methylphenylsulfonamido)pentanamido)thiazol-4-yl)benzoate CC(C[C@@H](C(=O)NC=1SC=C(N1)C1=CC=C(C(=O)OC)C=C1)NS(=O)(=O)C1=CC=C(C=C1)C)C